COC1=C(CN(C2=CC=C(C=N2)C2=C3C=C(C(=CC3=CC3=C2C(OC3)=O)OC)OC)C)C=CC(=C1)OC 9-(6-((2,4-dimethoxybenzyl)(methyl)amino)pyridin-3-yl)-6,7-dimethoxynaphtho[2,3-c]furan-1(3H)-one